C1N(CC2=CC=CC=C12)C=1N=C2N(C(C1C)=O)C=C(C=C2[C@H](C)NC2=C(C=CC=C2)C2=CN=NC=C2)C (S)-2-(isoindolin-2-yl)-3,7-dimethyl-9-(1-((2-(pyridazin-4-yl)phenyl)amino)ethyl)-4H-pyrido[1,2-a]pyrimidin-4-one